7-(2-Bromoethoxy)-4-propyl-8-(1,2,3,4-tetrahydroquinolin-1-carbonyl)-2H-chromen-2-one BrCCOC1=CC=C2C(=CC(OC2=C1C(=O)N1CCCC2=CC=CC=C12)=O)CCC